COC(=O)C1(CCOCC1)C=O 4-FORMYL-TETRAHYDRO-PYRAN-4-CARBOXYLIC ACID METHYL ESTER